C(CCCCCCCCCCCCCCC)OCCCCCCCCCCCCCCCC mono-cetyl ether